NC1=NON=C1C=1N=NN[N+]1O 5-(3-aminofurazan-4-yl)-1-hydroxytetrazolium